methylbis(3-aminopropyl)amine CN(CCCN)CCCN